ethyl 1-(6-(4,4-difluorocyclohexyl)-5-fluoropyridin-3-yl)-1H-pyrazole-4-carboxylate FC1(CCC(CC1)C1=C(C=C(C=N1)N1N=CC(=C1)C(=O)OCC)F)F